ditellane [TeH][TeH]